azobis-aniline N(=NNC1=CC=CC=C1)NC1=CC=CC=C1